Methyl 3-acetyl-1-(2-((2-((3-chloro-2-fluorobenzyl) amino)-2-oxoethyl) (isopropyl) amino)-2-oxoethyl)-1H-indazole-5-carboxylate C(C)(=O)C1=NN(C2=CC=C(C=C12)C(=O)OC)CC(=O)N(C(C)C)CC(=O)NCC1=C(C(=CC=C1)Cl)F